2-(3-methyl-1-oxobutyl)-5-(4-methyl-1-oxopent-3-enyl)-4-prenylcyclopenta-1,3-diene-1,3,5-triol CC(CC(=O)C1=C(C(C(=C1O)CC=C(C)C)(O)C(CC=C(C)C)=O)O)C